2,6-diisobutoxy-4-methylphenol C(C(C)C)OC1=C(C(=CC(=C1)C)OCC(C)C)O